ClC=1C=C(C=CC1)C([C@H](C1=CC=CC=C1)OC(N[C@H](C(=O)N[C@H](CO)C[C@H]1C(NCC1)=O)CCCC)=O)(C)C ((S)-1-(((S)-1-hydroxy-3-((S)-2-oxopyrrolidin-3-yl)propan-2-yl)amino)-1-oxohexane-2-yl)carbamic acid (S)-2-(3-chlorophenyl)-2-methyl-1-phenylpropyl ester